C(C)(C)(C)N1C=C(C2=CC=CC=C12)N N-tertiary butyl-3-aminoindole